C=1N=CN2C1C(=CC=C2)C(=O)N2C[C@H]([C@@H](CC2)C2=CC=CC=C2)NC(=O)C2(CC2)C2=CC=CC=C2 N-((3S,4S)-1-(imidazo[1,5-a]pyridine-8-carbonyl)-4-phenylpiperidin-3-yl)-1-phenylcyclopropanecarboxamide